methyl(m-tolyl)((3-(5-(trifluoromethyl)-1,2,4-oxadiazol-3-yl)phenyl)imino)-λ6-sulfanone CS(=O)(=NC1=CC(=CC=C1)C1=NOC(=N1)C(F)(F)F)C=1C=C(C=CC1)C